O1CCC(CC1)NC1CC2(CNC2)C1 N-(tetrahydro-2H-pyran-4-yl)-2-azaspiro[3.3]heptan-6-amine